ClC=1C=C2C=C(COC2=CC1)C(=O)N[C@H](C(N[C@H](C=C=O)C[C@H]1C(NCC1)=C=O)=C=O)CC1=CC=CC=C1 6-Chloro-N-{(S)-1-carbonyl-1-{{(S)-1-carbonyl-3-[(S)-2-carbonylpyrrolidin-3-yl]propan-2-yl}amino}-3-phenylpropan-2-yl}-2H-chromene-3-carboxamide